3-methylolpropane C(O)CCC